tert-butyl (2-((tert-butoxy((R)-2-((tert-butyldimethylsilyl)oxy)-3-(octadecyloxy)propoxy)phosphoryl) Oxy)ethyl)carbamate C(C)(C)(C)OP(=O)(OC[C@@H](COCCCCCCCCCCCCCCCCCC)O[Si](C)(C)C(C)(C)C)OCCNC(OC(C)(C)C)=O